5-(Methylamino)-3-[(6-methyl-5,7-dihydropyrrolo[3,4-b]pyridin-3-yl)amino]-6-(3-methylimidazo[4,5-c]pyridin-7-yl)pyrazin-2-carboxamid CNC=1N=C(C(=NC1C=1C2=C(C=NC1)N(C=N2)C)C(=O)N)NC=2C=C1C(=NC2)CN(C1)C